Chroman-4-ylmethanamine hydrochloride Cl.O1CCC(C2=CC=CC=C12)CN